CSC1=NC=CC(=C1)NC(=O)C1OC(CC1)C(F)(F)F N-(2-(methylthio)pyridin-4-yl)-5-(trifluoromethyl)tetrahydrofuran-2-carboxamide